(1S,2R,3R,5R)-3-((E)-2-(2-amino-3-bromoquinolin-7-yl)vinyl)-5-(4-methyl-5,6-dihydro-7H-pyrrolo[2,3-d]pyrimidin-7-yl)cyclopentane-1,2-diol NC1=NC2=CC(=CC=C2C=C1Br)/C=C/[C@@H]1[C@H]([C@H]([C@@H](C1)N1CCC2=C1N=CN=C2C)O)O